2,4,6-trimethylcyclohex-3-eneformaldehyde CC1C(C(CC(=C1)C)C)C=O